CCCCCCCCCCCCCCCC(=O)O[C@H](COCCCCCCCCCCCCCC)COP(=O)([O-])OCC[N+](C)(C)C The molecule is a phosphatidylcholine O-30:0 in which the alkyl and acyl groups at position 1 and 2 are tetradecyl and hexadecanoyl respectively. It is a 2-acyl-1-alkyl-sn-glycero-3-phosphocholine and a phosphatidylcholine O-30:0. It derives from a hexadecanoic acid.